FC1(CN(C1)C1=CC=C(C=C1)NC(C1=C(C=CC(=C1)[N+](=O)[O-])SC1=NN=NN1C)=O)F N-[4-(3,3-difluoroazetidin-1-yl)phenyl]-2-[(1-methyl-1H-1,2,3,4-tetrazol-5-yl)sulfanyl]-5-nitrobenzamide